4-[[[[3-(isocyanatomethyl)phenyl]methyl]carbamoyl]oxy]butyl 3-[bis[[2-[[[[3-(isocyanatomethyl)phenyl]methyl]carbamoyl]oxy]ethyl]]amino]propanoate N(=C=O)CC=1C=C(C=CC1)CNC(=O)OCCN(CCC(=O)OCCCCOC(NCC1=CC(=CC=C1)CN=C=O)=O)CCOC(NCC1=CC(=CC=C1)CN=C=O)=O